OC1(CC(C1)N1C=CC2=C1N=NC(=C2C)C2=C(C=1CCCC1C=C2)O)C 5-{7-[(1s,3s)-3-hydroxy-3-methylcyclobutyl]-4-methyl-7H-pyrrolo[2,3-c]pyridazin-3-yl}-2,3-dihydro-1H-inden-4-ol